(R)-nipecotic acid amide N1C[C@H](C(=O)N)CCC1